C1(CCCC1)N1C(CN(C=2C(N[C@](NC12)(N)NC=1C=C2CCN(CC2=CC1OC)C(CN1CCC(CC1)O)=O)=O)C)CC (R)-8-cyclopentyl-7-ethyl-2-{{2-[2-(4-hydroxypiperidin-1-yl)acetyl]-7-methoxy-1,2,3,4-tetrahydroisoquinolin-6-yl}amino}-5-methyl-7,8-dihydropterin